6-chloro-7-methoxyquinazoline-2,4-diol ClC=1C=C2C(=NC(=NC2=CC1OC)O)O